C(C)OC=1C=CC2=C(N(C(N(C2)C2=CC3=CN(N=C3C=C2)C)=O)C=2C=NC(=CC2)CO)N1 7-ethoxy-1-(6-(hydroxymethyl)pyridin-3-yl)-3-(2-methyl-2H-indazol-5-yl)-3,4-dihydropyrido[2,3-d]pyrimidin-2(1H)-one